methyldodecyl-[3-(diethoxysilyl)propyl]ammonium chloride [Cl-].C[NH+](CCC[SiH](OCC)OCC)CCCCCCCCCCCC